Cl.Cl.N[C@H](C(=O)OC)CC=1C=C2C=NNC2=C(C1)C Methyl (S)-2-amino-3-(7-methyl-1H-indazol-5-yl)propanoate dihydrochloride